C(=O)O.C12CNCC(CC1)O2 8-oxa-3-azabicyclo[3.2.1]octane formate